C(C)[C@H]1[C@H](C[C@H](N(C1)C1=CC(N(C=2C=CC(=NC12)C#N)C)=O)C)OC1=NC=C(C=C1)OC(C)C 8-((2R,4S,5R)-5-Ethyl-4-((5-isopropoxypyridin-2-yl)oxy)-2-methylpiperidin-1-yl)-5-methyl-6-oxo-5,6-dihydro-1,5-naphthyridin-2-carbonitril